C1(CCCC1)[C@@H](CC(=O)N)N1N=CC(=C1)C=1C2=C(N=CN1)N(C=C2)COCC[Si](C)(C)C (3R)-3-Cyclopentyl-3-(4-(7-((2-(trimethylsilyl)ethoxy)methyl)-7H-pyrrolo[2,3-d]pyrimidin-4-yl)-1H-pyrazol-1-yl)propanamide